Acetamido Benzoate C(C1=CC=CC=C1)(=O)ONC(C)=O